CN(O)CC(C)C N-methyl-N-isobutylhydroxylamine